(E)-N-(4,4-difluoro-3,3-dimethylbutylidene)-2-methylpropane-2-sulfinamide FC(C(C\C=N\S(=O)C(C)(C)C)(C)C)F